3-(Phenylmethoxy)-4-methyl-5-(1-(pyridin-2-yl)-1H-pyrazol-4-yl)picolinic acid C1(=CC=CC=C1)COC=1C(=NC=C(C1C)C=1C=NN(C1)C1=NC=CC=C1)C(=O)O